3-(difluoromethoxy)-4-(4-isopropylsulfonyl-3-methyl-phenyl)-1H-pyrazolo[4,3-c]pyridine FC(OC1=NNC2=C1C(=NC=C2)C2=CC(=C(C=C2)S(=O)(=O)C(C)C)C)F